(5-(2,3-dihydrobenzo[b][1,4]dioxin-6-yl)-1H-Pyrrolo[3,2-b]pyridin-2-yl)(piperidin-1-yl)methanone O1C2=C(OCC1)C=C(C=C2)C2=CC=C1C(=N2)C=C(N1)C(=O)N1CCCCC1